O=C1N(CCC(N1)=O)C1=CN=C2N1C=CC(=C2)C2CCN(CC2)C(=O)OC(C)(C)C tert-butyl 4-(3-(2,4-dioxotetrahydropyrimidin-1(2H)-yl) imidazo[1,2-a]pyridin-7-yl)piperidine-1-carboxylate